tert-butyl (S)-3-(methyl(quinolin-7-yl)amino)pyrrolidine-1-carboxylate CN([C@@H]1CN(CC1)C(=O)OC(C)(C)C)C1=CC=C2C=CC=NC2=C1